COC=1C(=C(C=CC1)C1CC=2C=NN(C(C2CC1)=O)C1=NC=CC=N1)C 6-(3-methoxy-2-methylphenyl)-2-(pyrimidin-2-yl)-5,6,7,8-tetrahydrophthalazin-1(2H)-one